C(C)N(C1=CC=C(C=CC2=CCN(C=C2)CC)C=C1)CC (d)-4-(4-(diethylamino)styryl)-1-ethylpyridine